(E)-2-cyano-N-(3-(dimethylamino)-1-(4-methoxyphenyl)propyl)-3-(1H-pyrrolo[2,3-b]pyridin-3-yl)acrylamide C(#N)/C(/C(=O)NC(CCN(C)C)C1=CC=C(C=C1)OC)=C\C1=CNC2=NC=CC=C21